FC(OC1=NC=CC(=C1)[C@@H](C)NC(=O)NC1CC2(C1)CC(C2)I)F |r| (±)-1-[1-(2-difluoromethoxy-pyridin-4-yl)-ethyl]-3-(6-iodo-spiro[3.3]hept-2-yl)-urea